isopropyl-1,4-dimethyldihydroazulene C(C)(C)C1(CC=C2C(=CC=CC=C12)C)C